bis-[3-(p-methoxyphenylsulfonyloxy)phenyl]urea COC1=CC=C(C=C1)S(=O)(=O)OC=1C=C(C=CC1)NC(NC1=CC(=CC=C1)OS(=O)(=O)C1=CC=C(C=C1)OC)=O